O=C1N(C2=CC(=CC=C2C12CCOCC2)N2CCNCC2)C2C(NC(CC2)=O)=O 3-(2-oxo-6-(piperazin-1-yl)-2',3',5',6'-tetrahydrospiro[indoline-3,4'-pyran]-1-yl)piperidine-2,6-dione